C[Si](CCOCN1N=CC2=C1CC(CO2)C(=O)OC)(C)C methyl 1-((2-(trimethylsilyl)ethoxy)methyl)-1,5,6,7-tetrahydropyrano[3,2-c]pyrazole-6-carboxylate